C(C)C1C(C1)CC1C(C1)CCOC(CCC(=O)O)OCCC1C(C1)CC1C(C1)CC 4,4-bis(2-(2-((2-ethylcyclopropyl)methyl)cyclopropyl)ethoxy)butanoic acid